OC1(C(C(=C(C(=O)O)C=C1)CCC1=CC=CC=C1)OC)O para-hydroxyphenethyl-vanillic acid